C(Cl)Cl 1,2-methylene chloride